CC1=C(C(=CC=C1)C)N1C(C=C(C2=CC(=C(C=C12)C1=C(C=CC=C1O)F)F)N1CCN(CC1)C(=O)[O-])=C=O 4-(1-(2,6-dimethylphenyl)-6-fluoro-7-(2-fluoro-6-hydroxyphenyl)-2-carbonyl-1,2-dihydroquinolin-4-yl)piperazine-1-carboxylate